1-phenylpropan-2-yl methanesulfonate CS(=O)(=O)OC(CC1=CC=CC=C1)C